2-{1-[(2,2-difluorocyclopropyl)methyl]-3-[(3-methoxy-1-methyl-1H-pyrazol-4-yl)amino]-1H-indazol-5-yl}propan-2-ol FC1(C(C1)CN1N=C(C2=CC(=CC=C12)C(C)(C)O)NC=1C(=NN(C1)C)OC)F